FC(OC1=CC=C(C=C1)N1N=C(C=C1C(F)(F)F)C1CCNCC1)(F)F 4-[1-[4-(trifluoromethoxy)phenyl]-5-(trifluoromethyl)pyrazol-3-yl]piperidine